3-(2-chloro-5-((1-(2-isopropyl-3,6-dimethyl-4-oxo-4H-chromen-8-yl)ethyl)amino)pyrimidin-4-yl)-2-methyl-6-(4,4,5,5-tetramethyl-1,3,2-dioxaborolan-2-yl)benzaldehyde ClC1=NC=C(C(=N1)C=1C(=C(C=O)C(=CC1)B1OC(C(O1)(C)C)(C)C)C)NC(C)C=1C=C(C=C2C(C(=C(OC12)C(C)C)C)=O)C